ClC1=NC(=C2N=CNC2=N1)NCCC1=CC=C(C=C1)[N+](=O)[O-] 2-chloro-N-(4-nitrophenyl-ethyl)-9H-purin-6-amine